3-(5-(trifluoromethyl)pyrazin-2-yl)-3,9-diazaspiro[5.5]undecane hydrochloride Cl.FC(C=1N=CC(=NC1)N1CCC2(CC1)CCNCC2)(F)F